C(C)OC(C1=C(C=C(C(=C1)F)Br)F)=O 4-Bromo-2,5-difluorobenzoic acid ethyl ester